ClC=1C=C2C=C(NC2=CC1C1=NC=C(N=C1)OC)CNC(=O)C=1N=NC=CC1 N-{[5-chloro-6-(5-methoxy-2-pyrazinyl)-2-indolyl]methyl}-3-pyridazinecarboxamide